3-benzyl-1-(trans-4-((5-cyano-4-(2,2-difluoro-morpholin-4-yl)-pyrimidin-2-yl)-amino)cyclohexyl)-1-(5-(1-methyl-1H-pyrazol-4-yl)-pyridin-2-yl)urea C(C1=CC=CC=C1)NC(N(C1=NC=C(C=C1)C=1C=NN(C1)C)[C@@H]1CC[C@H](CC1)NC1=NC=C(C(=N1)N1CC(OCC1)(F)F)C#N)=O